2-t-butyl-4-(α-hydroxyisopropyl)furan C(C)(C)(C)C=1OC=C(C1)C(C)(C)O